C(C=C)(=O)N1CC=2N(N=CC2C1)CC1=CC2=C(C(=NO2)C(S(=O)(=O)N)C2CCCCC2)C(=C1)OC (6-((5-propenoyl-5,6-dihydropyrrolo[3,4-c]pyrazol-1(4H)-yl)methyl)-4-methoxybenzo[d]isoxazol-3-yl)-1-cyclohexylmethanesulfonamide